6-chloro-7-deaza-7-iodopurine ClC1=C2C(C=NC2=NC=N1)I